4-(2-(azetidine-1-carbonyl)-6,9-dioxo-5-(4-(trifluoromethyl)benzyl)-5,8-diazaspiro[3.5]nonan-8-yl)-3-fluorobenzonitrile N1(CCC1)C(=O)C1CC2(C1)N(C(CN(C2=O)C2=C(C=C(C#N)C=C2)F)=O)CC2=CC=C(C=C2)C(F)(F)F